(S)-6-{2-[3-(1H-indazol-1-yl)pyridine-2-yl]-2-aminoethyl}-N,N-dimethylpyridine-2-carboxamide hydrochloride Cl.N1(N=CC2=CC=CC=C12)C=1C(=NC=CC1)[C@H](CC1=CC=CC(=N1)C(=O)N(C)C)N